1-(2-hydroxy-3,5-di-tert-pentylphenyl) phenylacrylate C1(=CC=CC=C1)C(C(=O)OC1=C(C(=CC(=C1)C(C)(C)CC)C(C)(C)CC)O)=C